6-fluoro-4-(hydroxyimino)chromane-2-carboxylic acid FC=1C=C2C(CC(OC2=CC1)C(=O)O)=NO